4-((2,6-dimethylpyridin-4-yl)((2,2,8-trimethyl-4-oxochroman-7-yl)oxy)methyl)benzonitrile CC1=NC(=CC(=C1)C(C1=CC=C(C#N)C=C1)OC1=CC=C2C(CC(OC2=C1C)(C)C)=O)C